CC1CCC(NC1)C=1N=C2C=CC(N(C2=CC1)COCC[Si](C)(C)C)=O 6-(5-methyl-2-piperidyl)-1-(2-trimethylsilylethoxymethyl)-1,5-naphthyridin-2-one